(cyclopropylamino)-2-oxoacetic acid C1(CC1)NC(C(=O)O)=O